C1(=CC=CC=C1)CCCN1C2=CC=CC=C2C=2C=C(N=CC12)\C=N\NC=1C(N=C2C=CC=CC12)=O 3-(((E)-(9-(3-phenylpropyl)-beta-carbolin-3-yl)methylene)hydrazino)indol-2-one